7-benzyl-4-(methylbenzyl)-2,4,6,7,8,9-hexahydroimidazo[1,2-A]pyrido[3,4-E]pyrimidin-5(1H)-one C(C1=CC=CC=C1)N1CC=2C(N(C=3N(C2CC1)CCN3)C(C3=CC=CC=C3)C)=O